FC(C(=O)[O-])(F)F.N1=NC(=CC=C1)C1=CN=[N+](C=C1)CCC#N 3-(4-Pyridazin-3-Ylpyridazin-1-Ium-1-yl)Propanenitrile Trifluoroacetate Salt